C(C1=CC=CC=C1)OC(=O)N1CCN(CC1)C1=CC(=NC=2N1N=C(C2C2=CC=CC=C2)C)C=2C=C(CCOCCC(=O)O)C=CC2 3-(3-(7-(4-((Benzyloxy)carbonyl)piperazin-1-yl)-2-methyl-3-phenylpyrazolo[1,5-a]pyrimidin-5-yl)phenethoxy)propanoic acid